C12(CC3CC(CC(C1)C3)C2)CNC(C2=CC=C(C=C2)N2CCN(CC2)C(C2=CC(=CC(=C2)C(F)(F)F)C#CC=2C=NC=C(C2)O)=O)=O N-(1-Adamantylmethyl)-4-[4-[3-[2-(5-hydroxypyridin-3-yl)ethynyl]-5-(trifluoromethyl)benzoyl]piperazin-1-yl]benzamide